N1C(=CC=C1)[2H] pyrrol-d